FC(C1=NN=C(O1)C=1C=CC(=NC1)CN1C(N(C2=C1C=C(C=C2)C=2OC(=CC2)C)C2CCN(CC2)C)=O)F 3-((5-(5-(difluoromethyl)-1,3,4-oxadiazole-2-yl)pyridine-2-yl)methyl)-5-(5-methylfuran-2-yl)-1-(1-methylpiperidine-4-yl)-1,3-dihydro-2H-benzo[d]imidazole-2-one